C1(CC1)OC=1C(=CC2=CN(N=C2C1)C1CCC(CC1)C=O)NC(C1=NC(=CC=C1)C(C)(F)F)=O N-(6-cyclopropoxy-2-((1r,4r)-4-formylcyclohexyl)-2H-indazol-5-yl)-6-(1,1-difluoroethyl)picolinamide